benzeneacetic acid, methyl ester C1(=CC=CC=C1)CC(=O)OC